NC(NCC[C@@H](C(N[C@H](C(N[C@@H](CCCCNC(OC(C)(C)C)=O)C1=NC(=NO1)CC1=CC=CC=C1)=O)CC1=C(C=C(C=C1C)O)C)=O)NC(OC(C)(C)C)=O)=N |&1:5| tert-butyl ((SR,8S,11S)-1-amino-11-(3-benzyl-1,2,4-oxadiazol-5-yl)-8-(4-hydroxy-2,6-dimethylbenzyl)-1-imino-19,19-dimethyl-6,9,17-trioxo-18-oxa-2,7,10,16-tetraazaicosan-5-yl)carbamate